6-bromo-3,3-bis(6-(((R)-2-hydroxyhex-5-en-1-yl)oxy)benzo[d][1,3]dioxol-5-yl)indolin-2-one BrC1=CC=C2C(C(NC2=C1)=O)(C1=CC2=C(OCO2)C=C1OC[C@@H](CCC=C)O)C1=CC2=C(OCO2)C=C1OC[C@@H](CCC=C)O